(2S,4R)-4-(2-methylbenzyl)pyrrolidine CC1=C(C[C@@H]2CCNC2)C=CC=C1